C(C=C)OC1=CC(=C(C=O)C=C1I)O 4-(allyloxy)-2-hydroxy-5-iodobenzaldehyde